6-((2S,5R)-4-((R)-1-(4-chlorophenyl)propyl)-5-ethyl-2-methylpiperazin-1-yl)-3,8-dimethyl-9-(((S)-tetrahydrofuran-2-yl)methyl)-3,9-dihydro-2H-purin-2-one ClC1=CC=C(C=C1)[C@@H](CC)N1C[C@@H](N(C[C@H]1CC)C=1C=2N=C(N(C2N(C(N1)=O)C)C[C@H]1OCCC1)C)C